1-isopropyl-2-oxo-1,2-dihydroquinoline-3-carboxylic acid {(1s,3R,5R)-8-[(R)-2-hydroxy-3-(methanesulfonyl-methyl-amino)propyl]-8-azabicyclo[3.2.1]oct-3-yl}amide O[C@H](CN1[C@@H]2CC(C[C@H]1CC2)NC(=O)C=2C(N(C1=CC=CC=C1C2)C(C)C)=O)CN(C)S(=O)(=O)C